CNC(=O)C(CC(=O)OC1(CCC1)C1=NC=C(C=C1)C(F)(F)F)=C 1-(5-(trifluoromethyl)pyridin-2-yl)cyclobutyl 3-(methylcarbamoyl)but-3-enoate